5-(4-(6-methoxy-1H-pyrrolo[2,3-b]pyridin-3-yl)-3,6-dihydropyridin-1(2H)-yl)-2-morpholinobenzo[d]oxazole COC1=CC=C2C(=N1)NC=C2C=2CCN(CC2)C=2C=CC1=C(N=C(O1)N1CCOCC1)C2